C(#N)C=1C=C(C=CC1F)NC(=O)C1=C(N=CN1C)C1CC2CC(CC2C1)(C=1C(=NN(C1)C)C(F)(F)F)O N-(3-Cyano-4-fluorophenyl)-4-(5-hydroxy-5-(1-methyl-3-(trifluoromethyl)-1H-pyrazol-4-yl)octahydropentalen-2-yl)-1-methyl-1H-imidazole-5-carboxamide